C(C)N(C(C1=C(C=CC(=C1)F)O)=O)C(C)C N-ethyl-5-fluoro-2-hydroxy-N-isopropylbenzamide